OC(CCNC(C)=O)(C)C N-(3-hydroxy-3-methylbutyl)acetamide